5-fluoro-1,3-dihydrospiro[indene-2,4'-piperidine] FC=1C=C2CC3(CCNCC3)CC2=CC1